COC1=CC=C(C=C1)C1=CN=C2N1C=CN=C2NC2=CC(=C(C(=O)NC1CCN(CC1)C)C=C2)C 4-((3-(4-methoxyphenyl)imidazo[1,2-a]pyrazin-8-yl)amino)-2-methyl-N-(1-methylpiperidin-4-yl)benzamide